N-(4-methylphenyl)-2-[(4-methoxyphenyl)methylene]-3-oxobutanamide CC1=CC=C(C=C1)NC(C(C(C)=O)=CC1=CC=C(C=C1)OC)=O